N-[7-methoxy-4-(1-methyl-1H-pyrazol-4-yl)-1H-1,3-benzodiazol-2-yl]-6-oxaspiro[2.5]octane-1-carboxamide COC1=CC=C(C2=C1NC(=N2)NC(=O)C2CC21CCOCC1)C=1C=NN(C1)C